(6-((2-Phenoxyethyl)amino)pyridin-2-yl)methanol O(C1=CC=CC=C1)CCNC1=CC=CC(=N1)CO